hexyl-isopropylaminosilane C(CCCCC)[SiH2]NC(C)C